ClCC(=O)C1=C(N(C2=CC(=CC=C12)CCS(=O)(=O)C)C1=CC=C(C=C1)Cl)C 2-chloro-1-[1-(4-chlorophenyl)-6-(2-methylsulfonylethyl)-2-methyl-1H-indol-3-yl]ethan-1-one